2H,3H-imidazo[2,1-b][1,3]thiazole S1C=2N(CC1)C=CN2